(R,R)-diaminocyclohexane NC1(CCCCC1)N